1,10-decylenediamine C(CCCCCCCCCN)N